3-(3-Propyl-1H-pyrrolo[3,2-b]pyridin-5-yl)aniline C(CC)C1=CNC=2C1=NC(=CC2)C=2C=C(N)C=CC2